2'-O-butyl-Adenosine C(CCC)O[C@H]1[C@@H](O[C@@H]([C@H]1O)CO)N1C=NC=2C(N)=NC=NC12